N-(5-(1-oxo-2-propyl-1,2-dihydroisoquinolin-7-yl)pyrimidin-2-yl)cyclopropanecarboxamide O=C1N(C=CC2=CC=C(C=C12)C=1C=NC(=NC1)NC(=O)C1CC1)CCC